ClC=1C=C(C(=NC1)C)S(=O)(=O)NC1=C(C(=C(C=C1)F)C=1C=CC=2N(C1)C=NC2C2=NN(C=C2)C)F 5-chloro-N-(2,4-difluoro-3-(1-(1-methyl-1H-pyrazol-3-yl)imidazo[1,5-a]pyridin-6-yl)phenyl)-2-methylpyridine-3-sulfonamide